(R)-5-chloro-N-(piperidin-3-yl)-4-(1H-pyrrolo[2,3-b]pyridin-3-yl)pyrimidin-2-amine hydrochloride Cl.ClC=1C(=NC(=NC1)N[C@H]1CNCCC1)C1=CNC2=NC=CC=C21